monononyl phosphate P(=O)(OCCCCCCCCC)([O-])[O-]